OS(=O)(=O)C(F)(F)F.C(C)N(C(=O)[C@H]1CN([C@@H]2CC=3C4=C(C2=C1)C(=C(C(=C4NC3[2H])[2H])[2H])[2H])C)CC (6aR,9R)-N,N-diethyl-7-methyl-4,6,6a,7,8,9-hexahydroindolo[4,3-fg]quinoline-9-carboxamide-1,2,3,5-d4 triflate